3-fluoro-2-(5-fluoropyrimidin-2-yl)benzoic acid FC=1C(=C(C(=O)O)C=CC1)C1=NC=C(C=N1)F